CN1CCN(CC1)CC(N)C1=CC=CC=C1 2-(4-methylpiperazin-1-yl)-1-phenylethan-1-amine